[Mn](=O)(=O)([O-])[O-].[Na+].[NH4+] ammonium sodium manganate